N-ethyl-N'-heptyl-urea C(C)NC(=O)NCCCCCCC